N-ethyl-2-(7-fluoro-4-methoxy-1H-indazol-3-yl)-N-methylethan-1-amine fumarate C(\C=C\C(=O)O)(=O)O.C(C)N(CCC1=NNC2=C(C=CC(=C12)OC)F)C